C1CCC2=C(C=3CCCC3C=C12)NC(=O)NS(=O)(=O)\C=C\[C@]1(NCCC1)C (S,E)-N-((1,2,3,5,6,7-Hexahydro-s-indacen-4-yl)carbamoyl)-2-(2-methylpyrrolidin-2-yl)ethen-1-sulfonamid